1-ethyl-3-(1,1,3,3-tetramethylbutyl)imidazolium acetate C(C)(=O)[O-].C(C)N1C=[N+](C=C1)C(CC(C)(C)C)(C)C